NC/C(/CN1N=CN(C1=O)CC1=CC=C(S1)N1C(C=C(C2=CC=CC(=C12)C)C(F)(F)F)=O)=C\F [5-[[1-[(E)-2-(aminomethyl)-3-fluoro-allyl]-5-oxo-1,2,4-triazol-4-yl]methyl]-2-thienyl]-8-methyl-4-(trifluoromethyl)-1H-quinolin-2-one